C(C)(C)C=1C=NN2C1N=C(N=C2NC2CCNCC2)N[C@H](COC)C (S)-8-isopropyl-N2-(1-methoxyprop-2-yl)-N4-(piperidin-4-yl)pyrazolo[1,5-a][1,3,5]triazine-2,4-diamine